C1(=CC=CC=C1)N(C1=CC=C(C=C1)C=1OC2=C(C1)C=CC(=C2)C(=O)O)C2=CC=CC=C2 2-(4-(diphenylamino)phenyl)benzofuran-6-carboxylic acid